C1(CC1)S(=O)(=O)NC=1SC=C(N1)C(C(=O)NC1=CC=C(C=C1)C=1C=NC=C(C1)OCC)C 2-(2-(cyclopropanesulfonylamino)thiazol-4-yl)-N-(4-(5-ethoxypyridin-3-yl)phenyl)propanamide